(R)-1-(3-(dimethylamino)piperidin-1-yl)-3-(1-isopropyl-1H-imidazol-2-yl)propan-1-one hydrochloride Cl.CN([C@H]1CN(CCC1)C(CCC=1N(C=CN1)C(C)C)=O)C